N1-(dibenzo[b,d]furan-3-yl)-N4,N4-diphenyl-benzene-1,4-diamine C1=CC(=CC=2OC3=C(C21)C=CC=C3)NC3=CC=C(C=C3)N(C3=CC=CC=C3)C3=CC=CC=C3